N-[(beta-carbolin-3-yl)methyl]-9-benzyl-beta-carbolin-1-amine C1=NC(=CC=2C3=CC=CC=C3NC12)CNC1=NC=CC=2C3=CC=CC=C3N(C12)CC1=CC=CC=C1